C1(=CC=CC=C1)P([C-]1C=CC=C1)C1=CC=CC=C1.[C-]1(C=CC=C1)P(C1=CC=CC=C1)C1=CC=CC=C1.[Fe+2] 1,1'-bis{diphenylphosphino}ferrocene